BrC1CC(OCC1)C1=CC(=NC=C1)C 4-(4-bromotetrahydro-2H-pyran-2-yl)-2-methylpyridine